O1C=CC=C1 (2S,5R)-cis-furan